(1,3,5-trimethyl-1H-pyrazol-4-yl)benzamide CN1N=C(C(=C1C)C1=C(C(=O)N)C=CC=C1)C